CC1CCC(CC1)C(C)C 5-Methyl-2-isopropyl-cyclohexane